(7S)-3-({[(1-Hydroxycyclobutyl)methyl]carbamoyl}methyl)-7-methyl-2-[2-(2-oxo-1,2-dihydropyridin-1-yl)ethyl]-3H,6H,7H,8H,9H-imidazo[4,5-f]chinolin OC1(CCC1)CNC(=O)CN1C(=NC2=C3CC[C@@H](NC3=CC=C21)C)CCN2C(C=CC=C2)=O